ethyl 2-methyl-1H-imidazole-4-carboxylate CC=1NC=C(N1)C(=O)OCC